copper diethyldithiocarbamate copper dibutyl-dithiocarbamate C(CCC)N(C([S-])=S)CCCC.[Cu+2].C(C)N(C([S-])=S)CC.[Cu+2]